2-chloro-7-[(thiophen-2-yl)methyl]-7H-pyrrolo[2,3-d]pyrimidine ClC=1N=CC2=C(N1)N(C=C2)CC=2SC=CC2